(Z,E)-10,12-hexadecadienal C(CCCCCCCC\C=C/C=C/CCC)=O